[I-].[I-].C(C)[SiH](CC)[Zr+2](C1C(=CC2=CC=CC=C12)C)C1C(=CC2=CC=CC=C12)C diethylsilyl-bis(methylindenyl)zirconium diiodide